4-((2-(cyanomethyl)-7-methoxy-1H-imidazo[4,5-c][1,8]naphthyridin-1-yl)methyl)-2-fluorobenzenesulfonamide C(#N)CC=1N(C2=C(C=NC=3N=C(C=CC23)OC)N1)CC1=CC(=C(C=C1)S(=O)(=O)N)F